di(piperidinyl)diethoxysilane lithium indium chlorine [Cl].[In].[Li].N1(CCCCC1)[Si](OCC)(OCC)N1CCCCC1